P(O)(=O)(OP(=O)(O)O)OC1=C(C(O)=CC=C1)C1=CC=CC=C1 Phenyl-resorcinol diphosphate